C(OC(CCCCCCCCCC)=O)([O-])=O undecanoyl carbonate